1-[1-(2-Difluoromethoxy-pyridin-4-yl)-cyclobutyl]-3-spiro[3.3]hept-2-yl-urea FC(OC1=NC=CC(=C1)C1(CCC1)NC(=O)NC1CC2(C1)CCC2)F